N-(tert-butoxycarbonyl)-O-(3-(2-(5,6,7,8-tetrahydro-1,8-naphthyridin-2-yl)ethyl)cyclobutyl)homoserine C(C)(C)(C)OC(=O)N[C@@H](CCOC1CC(C1)CCC1=NC=2NCCCC2C=C1)C(=O)O